OCC(C(=O)O)(C)C 3-hydroxy-2,2-dimethylpropanoic acid